C(C)(C)(C)[S@](=O)N[C@H](C1=CC=2N(N=C1)C=C(N2)[C@H](C2CCC(CC2)(F)F)NC(OC(C)(C)C)=O)C2CCC2 |o1:7| tert-Butyl ((S)-(7-((S*)-(((S)-tert-butylsulfinyl)amino)(cyclobutyl)methyl)imidazo[1,2-b]pyridazin-2-yl)(4,4-difluorocyclohexyl)methyl)carbamate